5-[4-({1-[(4-cyclobutylphenyl)carbamoyl]-D-prolyl}amino)phenyl]pyridine-2-carboxylic acid C1(CCC1)C1=CC=C(C=C1)NC(=O)N1[C@H](CCC1)C(=O)NC1=CC=C(C=C1)C=1C=CC(=NC1)C(=O)O